NC1=NC=CC2=CC(=CC=C12)NC(=O)C1=CC=2C=3C(COC2C=C1N1[C@H](CCC1)C(=O)O)=CSC3 (R)-1-(8-((1-aminoisoquinolin-6-yl)carbamoyl)-4H-thieno[3,4-c]chromen-7-yl)pyrrolidine-2-carboxylic acid